COC1=C(C=CC=C1)C=1SC(=CC1)[N+](=O)[O-] 2-(2-methoxyphenyl)-5-nitrothiophene